(E)-N-(4-((E)-3-(4-ethoxyphenyl)acrylamido)butyl)-4-hydroxy-2-methylbut-2-enamide C(C)OC1=CC=C(C=C1)/C=C/C(=O)NCCCCNC(\C(=C\CO)\C)=O